5-(3,4-difluorophenyl)-6-[1-(trifluoromethyl)cyclopropyl]-1H-pyrazolo[4,3-g]Isoquinoline (trifluoroacetate) FC(C(=O)O)(F)F.FC=1C=C(C=CC1F)C1=C(N=CC2=CC3=C(C=C12)C=NN3)C3(CC3)C(F)(F)F